BrC1=CC=2S(CCCCC2S1)(=O)=O 2-bromo-5,6,7,8-tetrahydrothieno[3,2-b]thiepine 4,4-dioxide